(R)-2-((S)-2,4-dimethylpiperazin-1-yl)-N-(3-(2-((2-fluoro-3-(methylsulfonyl)phenyl)amino)-5-methylpyrimidin-4-yl)-1H-indol-7-yl)propanamide C[C@@H]1N(CCN(C1)C)[C@@H](C(=O)NC=1C=CC=C2C(=CNC12)C1=NC(=NC=C1C)NC1=C(C(=CC=C1)S(=O)(=O)C)F)C